(3-chloro-2,4-dimethyl-5,7-dihydropyrrolo[3,4-b]pyridin-6-yl)-[(3R)-1-[2-(methylamino)pyrimidin-5-yl]pyrrolidin-3-yl]methanone ClC=1C(=C2C(=NC1C)CN(C2)C(=O)[C@H]2CN(CC2)C=2C=NC(=NC2)NC)C